5-(5-acetyl-2-butoxy-3-pyridyl)-3-ethyl-2-(1-ethyl-3-azetidinyl)-2,6-dihydro-7H-pyrazolo[4,3-d]pyrimidin-7-one C(C)(=O)C=1C=C(C(=NC1)OCCCC)C=1NC(C=2C(N1)=C(N(N2)C2CN(C2)CC)CC)=O